ClC1=C(C=C(C=C1)NC(=O)N1C2CC(CC1C2)C)C2(CCC2)F cis-N-(4-chloro-3-(1-fluorocyclobutyl)phenyl)-3-methyl-6-azabicyclo[3.1.1]heptane-6-carboxamide